BrC1=CC=C(C=C1)COCC1CN(CCO1)C(=O)OC(C)(C)C Tert-butyl 2-[(4-bromophenyl)methoxymethyl]morpholine-4-carboxylate